OC=1C(=C2CC[C@@](OC2=C(C1C)C)(C(=O)O)C)C |r| (±)-6-Hydroxy-2,5,7,8-tetramethylchromane-2-carboxylic acid